sulfanyl-7-(2,4-difluorophenyl)-6-(trifluoromethyl)-1H-quinazoline-2,4-dione SN1C(NC(C2=CC(=C(C=C12)C1=C(C=C(C=C1)F)F)C(F)(F)F)=O)=O